COC1=C(C=C(C=C1)C=1C=NN(C1)CC(=O)OCC)S(NC=1C=NC=2CCNC(C2C1)=O)(=O)=O Ethyl 2-(4-(4-methoxy-3-(N-(5-oxo-5,6,7,8-tetrahydro-1,6-naphthyridin-3-yl)sulfamoyl)phenyl)-1H-pyrazol-1-yl)acetate